CN1C[C@@H](CCC1)NC1=NN=C(C2=CC=CC=C12)C1=C(C=C(C=C1)N1CCCC1)O 2-(4-{[(3R)-1-methylpiperidin-3-yl]amino}phthalazin-1-yl)-5-(pyrrolidin-1-yl)phenol